C1(CC1)CN1C=CC=2C1=CN=C(C2)NC(C(C)N2C[C@@H](C(CC2)(F)F)C2=CNC(C=C2)=O)=O N-(1-(cyclopropyl-methyl)-1H-pyrrolo[2,3-c]pyridin-5-yl)-2-((S)-4,4-difluoro-3-(6-oxo-1,6-dihydropyridin-3-yl)piperidin-1-yl)propanamide